NC1=NC=C(C2=C1C=NN2COCC[Si](C)(C)C)NC(C(=O)N2[C@H](CC[C@@H](C2)C)C2=CC=C(C=C2)OC2CCN(CC2)C)=O N-(4-amino-1-((2-(trimethylsilyl)ethoxy)methyl)-1H-pyrazolo[4,3-c]pyridin-7-yl)-2-((2R,5S)-5-methyl-2-(4-((1-methylpiperidin-4-yl)oxy)phenyl)piperidin-1-yl)-2-oxoacetamide